(E)-5-(6-(3,5-bis(trifluoromethyl)-benzylidene)-5-oxo-5,6,7,8-tetrahydro-naphthalene-2-carboxamido)pentanoic acid FC(C=1C=C(\C=C/2\C(C=3C=CC(=CC3CC2)C(=O)NCCCCC(=O)O)=O)C=C(C1)C(F)(F)F)(F)F